O[C@@H]1[C@H]([C@H]2O[C@H](OC[C@H]2O[C@H]1C(=O)OC)C1=CC=CC=C1)O (2S,4aR,6R,7R,8R,8aR)-methyl 7,8-dihydroxy-2-phenylhexahydropyrano[3,2-d][1,3]dioxine-6-carboxylate